CN(C)C1=NC=CC=2C(=CC=CC12)S(=O)(=O)N (dimethylamino)isoquinoline-5-sulfonamide